ClC1=C(C(=O)NCC(N2CCC(CC2)OC2=NC(=NC=C2)OC)C2=C(N=CS2)C(F)F)C(=CC=C1)F 2-Chloro-N-{2-[4-(difluoromethyl)-1,3-thiazol-5-yl]-2-{4-[(2-methoxypyrimidin-4-yl)oxy]piperidin-1-yl}ethyl}-6-fluorobenzamid